[trans-4-(8'-chloro-4'H,6'H-spiro[1,3-dioxolane-2,5'-[1,2,4]triazolo[4,3-a][1]benzazepin]-1'-yl)cyclohexyl](morpholin-4-yl)methanone ClC=1C=CC2=C(CC3(CC=4N2C(=NN4)[C@@H]4CC[C@H](CC4)C(=O)N4CCOCC4)OCCO3)C1